C(=O)O.NC1=CN=NC2=CC(=CC=C12)C=1C=C(C=CC1C1=NC=CC=N1)B(O)O [3-(4-aminocinnolin-7-yl)-4-pyrimidin-2-ylphenyl]boronic acid formic acid salt